cresotic acid magnesium [Mg].C1(=C(C(=CC=C1)C)O)C(=O)O